(((2-(pivaloyloxy) prop-2-yloxy) carbonyl) amino) hexanoate C(CCCCC)(=O)ONC(=O)OC(C)(C)OC(C(C)(C)C)=O